[NH4+].C(=O)([O-])[Bi] carboxyl-bismuth, ammonium salt